(4-((tetrahydro-2H-pyran-4-yl)oxy)phenyl)methanol O1CCC(CC1)OC1=CC=C(C=C1)CO